N=1N(N=CC1)C1=C(C=C(C=N1)NC(C1=C(C=C(C(=C1)F)C=1C(=NC(=CC1C#C)F)N)Cl)=O)C(F)(F)F N-(6-(2H-1,2,3-triazol-2-yl)-5-(trifluoromethyl)pyridin-3-yl)-4-(2-amino-4-ethynyl-6-fluoropyridin-3-yl)-2-chloro-5-fluorobenzamide